P(=S)(OCCCCCCCCCCCCCCCC)(OCCCCCCCCCCCCCCCC)OCCCCCCCCCCCCCCCC tricetyl thiophosphate